3-[(4-cyano-2-formyl-2,3-dihydro-1H-inden-5-yl)oxymethyl]azetidine-1-carboxylic acid tert-butyl ester C(C)(C)(C)OC(=O)N1CC(C1)COC=1C(=C2CC(CC2=CC1)C=O)C#N